methyl 1-(4-cyclopropyl-3-fluoro-2-methoxyphenyl)cyclopropane-1-carboxylate C1(CC1)C1=C(C(=C(C=C1)C1(CC1)C(=O)OC)OC)F